5-(((tert-butyldiphenylsilyl)oxy)methyl)-1,2-thiazine 1,1-dioxide [Si](C1=CC=CC=C1)(C1=CC=CC=C1)(C(C)(C)C)OCC=1C=CNS(C1)(=O)=O